2,4-dichloro-6-(2,5-dihydrofuran-3-yl)pyridine ClC1=NC(=CC(=C1)Cl)C=1COCC1